2,4,5,5a,7,8,9,9b-octahydro-1H-benzo[e][1]benzofuran C1COC2C1C1C(CC2)CCCC1